FC1=C(C=CC=C1)C1NC2=CC=CC=C2C(N1CCCCCC(=O)NO)=O 6-(2-(2-fluorophenyl)-4-oxo-1,4-dihydroquinazolin-3(2H)-yl)-N-hydroxyhexanamide